3-fluoro-4-((6-methoxy-7-(prop-1-en-2-yl)-1,5-naphthyridin-4-yl)oxy)aniline FC=1C=C(N)C=CC1OC1=CC=NC2=CC(=C(N=C12)OC)C(=C)C